NC(C[N+]1(CCC(CC1)C(=O)O)C)=O 1-(2-amino-2-oxo-ethyl)-1-methyl-piperidin-1-ium-4-carboxylic acid